FC(C=1C=C(C=CC1)[C@H](CC(=O)[O-])NC(=O)NC=1C(N(C=CC1[O-])C)=O)(C1=C(C=CC=C1)C)F.[Na+].[Na+] Natrium (S)-3-(3-(Difluoro(o-tolyl)methyl)phenyl)-3-(3-(1-Methyl-4-oxido-2-oxo-1,2-Dihydropyridin-3-yl)ureido)propanoat